N[C@H](C(=O)O)CCCCOC (S)-2-amino-6-methoxyhexanoic acid